(9H-fluoren-9-yl)methyl (6-(3,3-bis(hydroxymethyl)azetidin-1-yl)-6-oxohexyl)carbamate OCC1(CN(C1)C(CCCCCNC(OCC1C2=CC=CC=C2C=2C=CC=CC12)=O)=O)CO